C(C)C(COC)(COC)CC(CC)CC 2-ethyl-2-(2-ethylbutyl)-1,3-dimethoxypropane